1,4-dimethyl terephthalate C(C1=CC=C(C(=O)OC)C=C1)(=O)OC